CN(CC=CC(=O)N1CCNCC1)C 4-(4-(dimethylamino)but-2-enoyl)piperazin